(Z)-3-(2-aminoethyl)-5-(4-ethoxybenzylidene)thiazolidine-2,4-dione NCCN1C(S\C(\C1=O)=C/C1=CC=C(C=C1)OCC)=O